Phenyl[phenyl(dimethylfluorenylphenyl)triazinyl]dibenzothiophene C1(=CC=CC=C1)C1=C(C2=C(SC3=C2C=CC=C3)C=C1)C1=NN=NC(=C1C1=C(C(=C(C=C1)C)C)C1=CC=CC=3C2=CC=CC=C2CC13)C1=CC=CC=C1